C(CC)(=O)N Propanamide